titanium tetraaminoethanol NC(C(O)(N)N)N.[Ti]